C(C)(C)OC(=O)C=1C=CC=2N(C1)C=CN2 imidazo[1,2-a]pyridine-6-carboxylic acid isopropyl ester